C(C)(CC)C1(CC(=NC=C1C1=NN(C=C1)C(F)F)NC1=NC(=NC=C1)C=1C=NN(C1)S(=O)(=O)C1CC1)N 4-(sec-Butyl)-N2-(2-(1-(cyclopropylsulfonyl)-1H-pyrazol-4-yl)pyrimidin-4-yl)-5-(1-(difluoromethyl)-1H-pyrazol-3-yl)pyridine-2,4-diamine